FC(C=1C(=CNC(C1)=O)C(=O)NC1=C(C=C(C(=C1)C=1C=NC(=NC1)N1C[C@H](OCC1)C)F)N1C[C@@H](N([C@@H](C1)C)C)C)F |r| 4-(difluoromethyl)-N-[4-fluoro-5-[2-[rac-(2R)-2-methylmorpholin-4-yl]pyrimidin-5-yl]-2-[rac-(3S,5R)-3,4,5-trimethylpiperazin-1-yl]phenyl]-6-oxo-1H-pyridine-3-carboxamide